C(C=C)(=O)N1[C@@H](C[C@H](CC1)N1N=NC=2C(=NC=3C=C(C(=CC3C21)C)C2=C(C(=CC=C2)Cl)C)N2CC(C2)N(C)C)CC#N 2-((2S,4S)-1-acryloyl-4-(7-(3-chloro-2-methylphenyl)-4-(3-(dimethylamino)azetidin-1-yl)-8-methyl-1H-[1,2,3]triazolo[4,5-c]quinolin-1-yl)piperidin-2-yl)acetonitrile